(S)-5,5-difluoro-2-(quinazolin-4-ylamino)-9-(5,6,7,8-tetrahydro-1,8-naphthyridin-2-yl)nonanoic acid FC(CC[C@@H](C(=O)O)NC1=NC=NC2=CC=CC=C12)(CCCCC1=NC=2NCCCC2C=C1)F